2-(3-acetyl-2-fluoro-phenyl)-2,2-difluoro-acetamide C(C)(=O)C=1C(=C(C=CC1)C(C(=O)N)(F)F)F